[Cl-].[Cl-].C1(=CC=CC=C1)C(C1=CC=CC=C1)=[Zr+2]C1(C(=CC=C1)C1=C(C=CC=2C3=CC=C(C=C3CC12)C(C)(C)C)C(C)(C)C)CC(=C)C[Si](C)(C)C Diphenylmethylidene[(2,7-di-tert-butylfluorenyl){(2-trimethylsilylmethylallyl)cyclopentadienyl}]Zirconium Dichloride